4-amino-1-methyl-N-(3-methyl-2-oxo-imidazolidin-1-yl)-N-[[5-(trifluoromethyl)-2-pyridyl]methyl]pyrazolo[4,3-c]quinoline-8-carboxamide NC1=NC=2C=CC(=CC2C2=C1C=NN2C)C(=O)N(CC2=NC=C(C=C2)C(F)(F)F)N2C(N(CC2)C)=O